CS(=O)(=O)C=1C=C(C=CC1)C1=C2CN(C(C2=CC=C1)=O)CC(C#N)=C 2-{[4-(3-methanesulfonylphenyl)-1-oxo-2,3-dihydro-1H-isoindol-2-yl]methyl}prop-2-enenitrile